CC=1OC(=CC1C(=O)NC1=NC(=NS1)CC(C)NC)C1=CC(=CC=C1)C(F)(F)F 2-Methyl-5-(3-(trifluoromethyl)phenyl)-N-(3-(2-(methylamino)propyl)-1,2,4-thiadiazol-5-yl)furan-3-carboxamide